methyl (2S)-2-amino-3-[4-(2-ethyl-4-hydroxy-phenyl)phenyl]propanoate N[C@H](C(=O)OC)CC1=CC=C(C=C1)C1=C(C=C(C=C1)O)CC